1-Benzyl 21-(tert-butyl) 16,16-bis((3-(tert-butoxy)-3-oxopropoxy)methyl)-4,14-dioxo-6,9,12,18-tetraoxa-2,3,15-triazahenicosandioate C(C)(C)(C)OC(CCOCC(NC(COCCOCCOCC(NNC(=O)OCC1=CC=CC=C1)=O)=O)(COCCC(=O)OC(C)(C)C)COCCC(OC(C)(C)C)=O)=O